O=C(C(=O)O)C(C)C 2-Oxoisovaleric Acid